(S)-8'-(difluoromethoxy)-9-fluoro-6'-(trifluoromethyl)-3,4-dihydro-2H,3'H-spiro[benzo[b]oxepine-5,2'-imidazo[1,2-a]pyridine] FC(OC=1C=2N(C=C(C1)C(F)(F)F)C[C@@]1(N2)C2=C(OCCC1)C(=CC=C2)F)F